COC(=O)C=1SC(=C(C1)NCC1OCC1)N 5-amino-4-((Oxetan-2-ylmethyl)amino)thiophene-2-carboxylic acid methyl ester